2-fluoro-5-(4-((4-(1-methyl-4-(trifluoromethyl)-1H-imidazol-2-yl)benzyl)amino)-6,7-dihydro-5H-cyclopenta[d]pyrimidin-2-yl)benzonitrile FC1=C(C#N)C=C(C=C1)C=1N=C(C2=C(N1)CCC2)NCC2=CC=C(C=C2)C=2N(C=C(N2)C(F)(F)F)C